(S)-4-(7-fluoroimidazo[1,2-a]pyridin-3-yl)-7-((5-(6-hydroxy-1,4-oxazepan-4-yl)pyridin-2-yl)amino)isoindolin-1-one FC1=CC=2N(C=C1)C(=CN2)C2=C1CNC(C1=C(C=C2)NC2=NC=C(C=C2)N2CCOC[C@H](C2)O)=O